3-Methanesulfonylamino-4-methyl-benzoic acid CS(=O)(=O)NC=1C=C(C(=O)O)C=CC1C